COC1=NC=C(C=C1)C=1OC=C(N1)C(=O)O 2-(2-methoxypyridin-5-yl)oxazole-4-carboxylic acid